FC1=C(N)C=C(C(=C1)C)C=1C=C(C=2N(N1)C=CN2)C2CCOCC2 2-fluoro-4-methyl-5-[8-(oxan-4-yl)imidazo[1,2-b]pyridazin-6-yl]aniline